N-{1-cycloheptylidene-2-oxo-2-[(2-oxospiro[indoline-3,4'-tetrahydropyran]-6-yl)amino]-ethyl}-2-methylpyrazole-3-carboxamide C1(CCCCCC1)=C(C(NC1=CC=C2C(=C1)NC(C21CCOCC1)=O)=O)NC(=O)C=1N(N=CC1)C